1-[3-ethyl-4-(7H-pyrrolo[2,3-d]pyrimidin-4-yloxy)phenyl]-3-[3-(trifluoromethyl)phenyl]-2-imidazolidinone C(C)C=1C=C(C=CC1OC=1C2=C(N=CN1)NC=C2)N2C(N(CC2)C2=CC(=CC=C2)C(F)(F)F)=O